tert-butyl (2-(5-formyl-4-(2-isopropylpyridin-3-yl)-2-methoxy-1H-imidazol-1-yl)ethyl)carbamate C(=O)C1=C(N=C(N1CCNC(OC(C)(C)C)=O)OC)C=1C(=NC=CC1)C(C)C